ClC1=C(C(=NN1C)C(F)(F)F)\C=C\C (E)-5-chloro-1-methyl-4-(prop-1-en-1-yl)-3-(trifluoromethyl)-1H-pyrazole